N-(3-(2-(ethylthio)acetamido)-2,4-difluorophenyl)benzamide S-(4-(1-isopropyl-4-(trifluoromethyl)-1H-imidazol-2-yl)benzyl)ethanethioate C(C)(C)N1C(=NC(=C1)C(F)(F)F)C1=CC=C(CS=C(C)O)C=C1.C(C)SCC(=O)NC=1C(=C(C=CC1F)NC(C1=CC=CC=C1)=O)F